C1(CC1)N1N=CC(=C1)C=1C=C(C=CC1)N(C(=O)[C@@H]1CC[C@H](CC1)CC(=O)O)C[C@@H]1CC[C@H](CC1)C1=NC(=C(C=C1)OC)C 2-(trans-4-((3-(1-Cyclopropyl-1H-pyrazol-4-yl)phenyl)((trans-4-(5-methoxy-6-methylpyridin-2-yl)cyclohexyl)methyl)carbamoyl)cyclohexyl)acetic acid